ClC(C(=O)OC12CC3(CC(CC(C1)C3)C2)OC)=C 3-methoxyadamantyl α-chloroacrylate